(4-(2-fluoropyridin-4-yl)phenoxy)-1H-1,2,3-triazole-4-carboxylic acid FC1=NC=CC(=C1)C1=CC=C(ON2N=NC(=C2)C(=O)O)C=C1